tert-butyl ((1s,3s)-3-((6-(2-(4-methoxyphenyl)propan-2-yl)pyridin-3-yl)oxy)cyclobutyl)carbamate COC1=CC=C(C=C1)C(C)(C)C1=CC=C(C=N1)OC1CC(C1)NC(OC(C)(C)C)=O